3-Isopropyl-2-(2-methylpyridin-4-yl)-5-(4-(piperidin-4-yloxy)cyclohexyl)-1H-indol C(C)(C)C1=C(NC2=CC=C(C=C12)C1CCC(CC1)OC1CCNCC1)C1=CC(=NC=C1)C